5-fluoro-2-(1-isopropylpiperidin-3-yl)-2H-indazole-7-carboxamide FC1=CC2=CN(N=C2C(=C1)C(=O)N)C1CN(CCC1)C(C)C